CC(C)(C)[S@@](=O)N=C(C)C1=CC=2CCCCC2C=C1 (R)-2-Methyl-N-(1-(5,6,7,8-tetrahydronaphthalen-2-yl)ethylidene)propane-2-sulfinamide